4,5-difluoro-2-methoxy-aniline FC1=CC(=C(N)C=C1F)OC